FC(CSCC(F)(F)F)(F)F trifluoroethylsulfide